C(C)(C)OC=1C=C(OC2=CC=C(C=C2)N2C(N(C3=C2C=NC=C3)C=3C=C(C=CC3)NC(C=C)=O)=O)C=CC1 N-(3-(3-(4-(3-isopropoxyphenoxy)phenyl)-2-oxo-2,3-dihydro-1H-imidazo[4,5-c]pyridin-1-yl)phenyl)acrylamide